FC1(CC(C1)OC1=C(C=C(C=C1)C(F)F)[N+](=O)[O-])F 1-(3,3-difluorocyclobutoxy)-4-(difluoromethyl)-2-nitrobenzene